1-NAPHTHALDEHYDE C1(=CC=CC2=CC=CC=C12)C=O